(1H-imidazol-1-yl)-5H-pyrrolo[3,2-d]pyrimidine N1(C=NC=C1)C=1N=CC2=C(N1)C=CN2